(2r,3r,4r,5s)-3,4,5-tris(benzyloxy)-2-methyl-1-(3-(thiophen-3-yl)propyl)piperidine C(C1=CC=CC=C1)O[C@@H]1[C@H](N(C[C@@H]([C@H]1OCC1=CC=CC=C1)OCC1=CC=CC=C1)CCCC1=CSC=C1)C